ClC1=C(C=CC=C1)CS(=O)(=O)NC1=C(C(=C(C=C1F)OC1=NC=CC=C1C1=NC(=NC=C1)N[C@@H]1CNC[C@H](C1)F)F)F 1-(2-chlorophenyl)-N-[2,3,6-trifluoro-4-[[3-[2-[[(3S,5S)-5-fluoro-3-piperidyl]amino]pyrimidin-4-yl]-2-pyridyl]oxy]phenyl]methanesulfonamide